(4-(isopropylamino)-6-(6-(trifluoromethyl)pyridin-2-yl)-1,3,5-triazin-2-ylamino)picolinonitrile C(C)(C)NC1=NC(=NC(=N1)C1=NC(=CC=C1)C(F)(F)F)NC=1C(=NC=CC1)C#N